(P)-lysine N[C@@H](CCCCN)C(=O)O